(S)-2-amino-N-((3-(4-ethyl-8-fluoro-4-hydroxy-9-methyl-3,14-dioxo-3,4,12,14-tetrahydro-1H-pyrano[3',4':6,7]indolizino[1,2-B]quinolin-11-yl)propoxy)methyl)acetamide choline chloride [Cl-].OCC[N+](C)(C)C.NCC(=O)NCOCCCC1=C2C(=NC=3C=C(C(=CC13)C)F)C1=CC3=C(C(N1C2)=O)COC([C@]3(O)CC)=O